FC(I1OC(C2=C1C=CC=C2)=O)(F)F 1-(trifluoromethyl)-1λ3-benzo[d][1,2]iodoxol-3(1H)-one